9-[4-(cycloheptyloxy)phenyl]-3,4-dihydropyrido[2,1-c][1,2,4]thiadiazine 2,2-dioxide C1(CCCCCC1)OC1=CC=C(C=C1)C1=CC=CN2C1=NS(CC2)(=O)=O